CC1(OB(OC1(C)C)C=1C=NCCC1)C 3-(4,4,5,5-tetramethyl-1,3,2-dioxaborolan-2-yl)-5,6-dihydropyridine